[Ba+2].C(C=C)(=O)[O-].C(C=C)(=O)[O-] 2-propenoic acid, barium salt